C[Si](O[Si](O[Si](C)(C)C)(O[Si](C)(C)C)C(=CC1=CC=CC=C1)[SiH](C)C)(C)C tris(trimethylsiloxy)silyldimethylsilylstyrene